5-(1H-[1,2,3]triazolo[4,5-b]pyridin-5-yl)-2-fluoro-N-(4-((tetrahydrofuran-2-yl)methoxy)phenyl)benzamide N1N=NC2=NC(=CC=C21)C=2C=CC(=C(C(=O)NC1=CC=C(C=C1)OCC1OCCC1)C2)F